7-(ethylamino)-4-methylcoumarin C(C)NC1=CC=C2C(=CC(OC2=C1)=O)C